ClC1=CC=C2C(=N1)C(COC2=O)C 2-chloro-8-methyl-7,8-dihydro-5H-pyrano[4,3-b]pyridin-5-one